OC(C)(C)C1=NC=CC(=C1)C1=C2C(=NC=C1)C=C(O2)C2=CC=C(C=C2)C(=O)N2CCC1=CC=CC=C21 (4-(7-(2-(2-hydroxypropan-2-yl)pyridin-4-yl)furo[3,2-b]pyridin-2-yl)phenyl)(indolin-1-yl)methanone